N-(3-(4-amino-7-(cis-3-(azetidin-1-ylmethyl)cyclobutyl)-7H-pyrrolo[2,3-d]pyrimidin-5-yl)-5-fluorobenzyl)methanesulfonamide NC=1C2=C(N=CN1)N(C=C2C=2C=C(CNS(=O)(=O)C)C=C(C2)F)[C@@H]2C[C@@H](C2)CN2CCC2